NC1=C(C=2C(=NC=C(C2S1)F)C=1C2=C(C=3C=NC(=NC3C1Cl)N1[C@H]([C@H](CC1)N(C)C[C@@H](C)O)C)COC2)C#N 2-Amino-4-(5-chloro-3-((2S,3S)-3-(((R)-2-hydroxypropyl)(methyl)amino)-2-methylpyrrolidin-1-yl)-7,9-dihydrofuro[3,4-f]quinazolin-6-yl)-7-fluorothieno[3,2-c]pyridine-3-carbonitrile